1-(4-chlorophenyl)-2-(trifluoromethyl)-3H-cyclopenta[c]quinolin-3-one ClC1=CC=C(C=C1)C1=C(C(C=2C=NC=3C=CC=CC3C21)=O)C(F)(F)F